Tert-butyl 2-((5-(hydroxymethyl)-2-(methylthio) pyrimidin-4-yl) amino)-7-azaspiro[3.5]nonane-7-carboxylate OCC=1C(=NC(=NC1)SC)NC1CC2(C1)CCN(CC2)C(=O)OC(C)(C)C